NC1=NC(=C(C2=C1C=CO2)OCC2=CC=CC=C2)C(=O)OC methyl 4-amino-7-(benzyloxy)furo[3,2-c]pyridine-6-carboxylate